(R)-4-(7-(3-aminopiperidin-1-yl)-3-(3-fluoro-4-methoxyphenyl)imidazo[1,5-a]pyrazin-2-yl)-2-fluorobenzonitrile NC1CN(CCC1)N1C=C2N(C=C1)[C@@H](N(C2)C2=CC(=C(C#N)C=C2)F)C2=CC(=C(C=C2)OC)F